BrC1=CC(=CC(=C1)C(C)(C)C)C(C)(C)C bromo-3,5-di(tert-butyl)benzene